NC=1N=C(C2=C(N1)NC=C2)OC2=CC=C(C=C2)NC(NCCC(=O)O)=O 3-(3-(4-((2-amino-7H-pyrrolo[2,3-d]pyrimidin-4-yl)oxy)phenyl)ureido)propanoic acid